6-chloro-3-(ethylsulfonyl)-2-(tributylstannyl)pyridine ClC1=CC=C(C(=N1)[Sn](CCCC)(CCCC)CCCC)S(=O)(=O)CC